(R)-2-cyclobutoxy-4-(8-(hexahydropyrazino[2,1-c][1,4]oxazin-8(1H)-yl)-7-methyl-5-oxo-1,3,4,5-tetrahydro-2H-chromeno[3,4-c]pyridine-3-carbonyl)-N-(pyrrolidin-1-ylsulfonyl)benzamide C1(CCC1)OC1=C(C(=O)NS(=O)(=O)N2CCCC2)C=CC(=C1)C(=O)N1CC2=C(CC1)C=1C=CC(=C(C1OC2=O)C)N2C[C@@H]1COCCN1CC2